3-fluoro-5-(5-methyl-7-oxo-5,6,7,8-tetrahydropteridin-4-yl)benzamide FC=1C=C(C(=O)N)C=C(C1)C1=NC=NC=2NC(CN(C12)C)=O